methyl 3-[[(2R,4S)-2-(6-benzyloxy-3-pyridyl)tetrahydropyran-4-carbonyl]amino]-6-methoxy-5-methyl-pyrazine-2-carboxylate C(C1=CC=CC=C1)OC1=CC=C(C=N1)[C@@H]1OCC[C@@H](C1)C(=O)NC=1C(=NC(=C(N1)C)OC)C(=O)OC